2-[(2-methyl-2-propen-1-yl)thio]-1,3-benzothiazole CC(CSC=1SC2=C(N1)C=CC=C2)=C